ClC1=C(NC2CC(CCC2Cl)NF)C=CC=C1 2-(o-chloroanilino)-3-chloro-6-cyclohexyl-Aminofluorane